COCC=1C=C2C(CCO2)=C(C1C1=CC(=C2C(=N1)N=C(O2)N[C@H]2CN(CCC2)CCO[Si](C)(C)C(C)(C)C)OC)O 6-(Methoxymethyl)-5-[7-methoxy-2-[[(3R)-1-[2-[tert-butyl(dimethyl)silyl]oxyethyl]-3-piperidyl]amino]oxazolo[4,5-b]pyridin-5-yl]-2,3-dihydrobenzofuran-4-ol